(2R)-1-[2-[(2S)-2-[4-[5-[tert-butyl(dimethyl)silyl]oxy-1-tetrahydropyran-2-yl-indazol-3-yl]pyrazol-1-yl]propoxy]ethoxy]propan-2-ol [Si](C)(C)(C(C)(C)C)OC=1C=C2C(=NN(C2=CC1)C1OCCCC1)C=1C=NN(C1)[C@H](COCCOC[C@@H](C)O)C